The molecule is an aminonicotinic acid in which the amino group is situated at position 6 of the pyridine ring. It has a role as a metabolite. It is an aromatic amine, an aminopyridine and an aminonicotinic acid. It derives from a nicotinic acid. C1=CC(=NC=C1C(=O)O)N